FC1(CN(CCC1)C1=CC(=NN(C1=O)C)B(O)O)F (5-(3,3-difluoropiperidin-1-yl)-1-methyl-6-oxo-1,6-dihydro-pyridazin-3-yl)boronic acid